C(C)C1C(C(N(C1)C)=O)C(=O)NC1=C(C=CC=C1)F 4-ethyl-N-(2-fluorophenyl)-1-methyl-2-oxopyrrolidine-3-carboxamide